CC(C)(C1=CC=CC=C1)OC(=O)C[C@@H](C(=O)O)NC(=O)OCC2C3=CC=CC=C3C4=CC=CC=C24 N-α-(9-Fluorenylmethoxycarbonyl)-L-aspartic acid β-(2-phenyl)isopropyl ester